1,3,3a,4,6,6a-Hexahydrocyclopenta[c]thiophen-5-one C1SCC2C1CC(C2)=O